CC12CCCC(C2C(C=C1C)=O)(C)C 1,5,5,9-tetramethyl-bicyclo-[4.3.0]-8-nonen-7-one